C(C)(C)(C)OC(=O)N1[C@@H](CN([C@H](C1)C)C=1C2=C(N(C(N1)=O)C([2H])([2H])[2H])C=CC(=N2)Cl)CC (2R,5S)-4-(6-chloro-1-(methyl-d3)-2-oxo-1,2-dihydropyrido[3,2-d]pyrimidin-4-yl)-2-ethyl-5-methylpiperazine-1-carboxylic acid tert-butyl ester